(1,2-trans)-2-((3-(3-aminopropyl)phenoxy)methyl)cyclohexanol C1CC[C@H]([C@@H](C1)COC2=CC=CC(=C2)CCCN)O